(2S,3S)-1-((S)-tert-butylsulfinyl)-3-methylazepine-2-carboxylic acid ethyl ester C(C)OC(=O)C=1N(C=CC=CC1C)[S@@](=O)C(C)(C)C